acrylic acid-beta-Hydroxyethyl Ester OCCOC(C=C)=O